C(=C)C1=CC=C(C=C1)C=1C2=CC=C(N2)C(=C2C=CC(C(=C3C=CC(=C(C=4C=CC1N4)C4=CC=C(C=C4)C=C)N3)C3=CC=C(C=C3)C=C)=N2)C2=CC=C(C=C2)C=C 5,10,15,20-tetrakis(4-vinylphenyl)porphyrin